C(C)(C)(C)OC(=O)N(C)CC1CN(CCO1)C(=O)OCC1=CC=CC=C1 benzyl 2-(((tert-butoxycarbonyl)(methyl)amino)methyl)morpholine-4-carboxylate